((1-(4-(3-(3-(tert-butyl)-1-(2-morpholinoethyl)-1H-pyrazol-5-yl)ureido)phenyl)-1H-benzo[d]imidazol-5-yl)oxy)-N-(2-(2,6-dioxopiperidin-3-yl)-1-oxoisoindol-4-yl)pentanamide C(C)(C)(C)C1=NN(C(=C1)NC(NC1=CC=C(C=C1)N1C=NC2=C1C=CC(=C2)OC(C(=O)NC2=C1CN(C(C1=CC=C2)=O)C2C(NC(CC2)=O)=O)CCC)=O)CCN2CCOCC2